C(#N)CC(CCNC(OCC1=CC=CC=C1)=O)=O benzyl N-(4-cyano-3-oxobutyl)carbamate